COC1=CC=C(C=C1)C=1NC(=C(N1)C1=CC=CC=C1)C1=CC=CC=C1 (4'-methoxyphenyl)-4,5-diphenyl-Imidazole